8-fluoro-2-(4-(2-hydroxypropan-2-yl)bicyclo[2.2.2]octan-1-yl)quinoline-6-carbaldehyde FC=1C=C(C=C2C=CC(=NC12)C12CCC(CC1)(CC2)C(C)(C)O)C=O